tert-butyl (R)- and (S)-(2,3,4,5-tetrahydro-1H-benzo[b]azepin-3-yl)carbamate N1C2=C(CC[C@H](C1)NC(OC(C)(C)C)=O)C=CC=C2 |r|